NC(C(=O)O)COCS(=O)(=O)O 2-amino-3-sulfomethyloxypropionic acid